N-(2-Ethylhexyl)acrylamid C(C)C(CNC(C=C)=O)CCCC